BrC1=C(C(=CC=C1)F)C(C1CC2(CN(C2)C(=O)OC(C)(C)C)C1)O tert-butyl 6-[(2-bromo-6-fluorophenyl)(hydroxy)methyl]-2-azaspiro[3.3]heptane-2-carboxylate